[(3R)-3-hydroxy-3-methyl-pyrrolidin-1-yl]-[3-[2-[[(3S)-3-piperidyl]amino]-5-(trifluoromethyl)pyrimidin-4-yl]-1H-indol-6-yl]methanone O[C@]1(CN(CC1)C(=O)C1=CC=C2C(=CNC2=C1)C1=NC(=NC=C1C(F)(F)F)N[C@@H]1CNCCC1)C